6-((4-fluoro-1-(2-(pyrimidin-4-yl)nicotinoyl)piperidin-4-yl)methyl)picolinonitrile FC1(CCN(CC1)C(C1=C(N=CC=C1)C1=NC=NC=C1)=O)CC1=CC=CC(=N1)C#N